6-(2,7-Dimethyl-2H-indazol-5-yl)-4-methoxy-2-(1,2,3,6-tetrahydropyridin-4-yl)-1,3-benzothiazol-Hydrochlorid Cl.CN1N=C2C(=CC(=CC2=C1)C1=CC2=C(N=C(S2)C=2CCNCC2)C(=C1)OC)C